2-(4-(6-((4-chloro-6-(methylcarbamoyl)pyridin-3-yl)methoxy)pyridin-2-yl)-2,3,6-trifluorobenzyl)-1-((1-(fluoromethyl)cyclopropyl)methyl)-1H-benzo[d]imidazole-6-carboxylic acid ClC1=C(C=NC(=C1)C(NC)=O)COC1=CC=CC(=N1)C1=C(C(=C(CC2=NC3=C(N2CC2(CC2)CF)C=C(C=C3)C(=O)O)C(=C1)F)F)F